2-bromo-N-(5-(4-fluorophenoxy)pyrazin-2-yl)propanamide BrC(C(=O)NC1=NC=C(N=C1)OC1=CC=C(C=C1)F)C